C(C)OC(\C(\C(CC1=CC=CC=C1)=O)=C/OCC)=O (Z)-2-(ethoxymethylene)-3-oxo-4-phenylbutyric acid ethyl ester